N1=C(N=C(C=C1)C(=O)Br)C(=O)Br Pyrimidine-2,4-dicarboxylic acid dibromide